O=C1OCC(N1)C(=O)O oxooxazolidine-4-carboxylic acid